N-methyl-1-oxo-3-(2-(4-(p-tolyl)piperazin-1-yl)ethyl)-2-oxa-8-azaspiro[4.5]decane-8-carboxamide CNC(=O)N1CCC2(CC(OC2=O)CCN2CCN(CC2)C2=CC=C(C=C2)C)CC1